β-(bis-dimethylamino-phosphono)-tyrosine CN(C)OP(=O)(ON(C)C)C([C@H](N)C(=O)O)C1=CC=C(C=C1)O